phenol N,N-dipentylaminoacetate C(CCCC)N(CCCCC)CC(=O)OC1=CC=CC=C1